2-(benzo[d][1,3]dioxol-5-yloxy)acetyl isocyanate O1COC2=C1C=CC(=C2)OCC(=O)N=C=O